ClC1=CC=C2C(=CNC2=C1N1N=CC(=C1)F)S(=O)(=O)NC1=NC(=C(C(=N1)OC)OCCF)OC 6-chloro-N-[5-(2-fluoroethoxy)-4,6-dimethoxy-pyrimidin-2-yl]-7-(4-fluoropyrazol-1-yl)-1H-indole-3-sulfonamide